BrC1(C(C=C2C(OC3=C2C=C(C=C3)C)=C1)C)F 3-bromo-3-fluoro-2,8-dimethyldibenzo[b,d]Furan